C(CC)C1=CC=C(C=C1)OC(OC1=CC=C(C=C1)CCC)=O di-(4-n-propylphenyl)-carbonate